FS(=O)(=O)C1=CC=C(C(=O)O[C@H]2[C@](C=C3C(C(C4(C(=C23)C)CC4)(C)O)=O)(C)CO[Si](C)(C)C(C)(C)C)C=C1 (2'S,3'R)-2'-(((tert-butyldimethylsilyl)oxy)methyl)-6'-hydroxy-2',4',6'-trimethyl-7'-oxo-2',3',6',7'-tetrahydrospiro[cyclopropane-1,5'-inden]-3'-yl 4-(fluorosulfonyl)benzoate